Bis(indenyl)hafnium C1(C=CC2=CC=CC=C12)[Hf]C1C=CC2=CC=CC=C12